2-fluoro-5-[(5-fluoroisoquinolin-8-yl)methoxy]-4-methoxyaniline FC1=C(N)C=C(C(=C1)OC)OCC=1C=CC(=C2C=CN=CC12)F